3-oxopropyl-(propionaldehyde) O=CCCC(C=O)C